3-(3,4-dimethoxyphenyl)benzene COC=1C=C(C=CC1OC)C=1C=CC=CC1